N1C=NC2=C1C=C(C=C2)N2C(OC[C@@H]2C2=CC(=CC(=C2)C(F)(F)F)F)=O (S)-3-(1H-Benzo[d]imidazol-6-yl)-4-(3-fluoro-5-(trifluoromethyl)phenyl)oxazolidin-2-on